C(=O)O.FC(C=1C(=C(C=C(C1)O)[C@@H](C)NC1=NC(=NC2=CC=C(C=C12)N(C=1C=C(C(=NC1)O)CC(=O)N(C)C)C)C)F)F (R)-2-(5-((4-((1-(3-(Difluoromethyl)-2-fluoro-5-hydroxyphenyl)ethyl)amino)-2-methylquinazolin-6-yl)(methyl)amino)-2-hydroxypyridin-3-yl)-N,N-Dimethylacetamide formate